(R)-5-chloro-N-(1-(4-fluorophenyl)ethyl)pyrazin-2-amine ClC=1N=CC(=NC1)N[C@H](C)C1=CC=C(C=C1)F